BrC=1C=C(OCCCN2CCOCC2)C=CC1 4-(3-(3-bromophenoxy)propyl)morpholine